6-(3-(6-cyclopropylpyridin-3-yl)-7,8-dihydro-1,6-naphthyridin-6(5H)-yl)-5-methylpyridazine-3-carbonitrile C1(CC1)C1=CC=C(C=N1)C=1C=NC=2CCN(CC2C1)C1=C(C=C(N=N1)C#N)C